7-(1-(2-(2-ethylbutylamino)-2-oxoethyl)-2-oxo-1,2-dihydro-pyridin-3-ylamino)-6-(1-methyl-1H-imidazole-5-carboxamido)-7-oxo-heptenoic acid methyl ester COC(C=CCCC(C(=O)NC=1C(N(C=CC1)CC(=O)NCC(CC)CC)=O)NC(=O)C1=CN=CN1C)=O